COC=1C=C(C=CC1)N1C2=NC(=NC(=C2N=C1)NN=CC1=CC(=CC=C1)C)N1CCOCC1 4-(9-(3-methoxyphenyl)-6-(2-(3-methylbenzylidene)hydrazinyl)-9H-purin-2-yl)morpholine